N'-ethylene bis(dithiocarbamate) diammonium [NH4+].[NH4+].C(N)(SCCSC(N)=S)=S